O[C@@H]([C@@H](N)C(=O)[O-])C(=O)[O-] (2R,3S)-β-hydroxyaspartate